C(C)C(C(=O)O)(C(C)=O)F.FC(C(=O)OCC)C(C)=O Ethyl 2-fluoro-3-oxobutyrate (Ethyl 2-fluoro-3-oxobutanoate)